COC([O-])=NS(=O)(=O)[N+](CC)(CC)CC 1-methoxy-N-triethylammoniosulfonyl-methanimidate